C1(CC1)C(=O)N1CCN(CC1)C(=O)C=1C=C(C=CC1F)C=C1OC(C2=C1C=CC=C2)=O 3-({3-[4-(cyclopropanecarbonyl)piperazine-1-carbonyl]-4-fluorophenyl}methylidene)-2-benzofuran-1(3H)-one